2-methyl-2-adamantanol CC1(C2CC3CC(CC1C3)C2)O